dihydroxyhexyloxyazobenzene OC(CCCCCOC1=C(C=CC=C1)N=NC1=CC=CC=C1)O